C(C)N1CCCC=2C(=CC(=NC12)C(=O)NC1=CC=C(C(=O)O)C=C1)C 4-(8-ethyl-4-methyl-5,6,7,8-tetrahydro-1,8-naphthyridine-2-amido)benzoic acid